OC1CN(C1)C(=O)OC1CCC(CC1)C(N(CC12CCC(CC1)(CC2)C2=CC(=C(C=C2)OC)C)C2=CC(=CC=C2)C=2OC(=NN2)C2CC2)=O 4-((3-(5-Cyclopropyl-1,3,4-oxadiazol-2-yl) phenyl)((4-(4-methoxy-3-methylphenyl)bicyclo[2.2.2]octan-1-yl)methyl) carbamoyl)cyclohexyl trans-3-hydroxyazetidine-1-carboxylate